OC1=CC=C(C=C1)C[SH+]CC1=CC=CC=C1 (4-hydroxyphenyl)methylbenzylsulfonium